4-(3-Chloroanilino)-2'-[(2R)-3-{[(5S)-5-ethyl-5,6,7,8-tetrahydroquinolin-4-yl]oxy}-2-methylpropyl]-2',3'-dihydrospiro[cyclohexane-1,1'-indene]-4-carboxylic acid methyl ester COC(=O)C1(CCC2(C(CC3=CC=CC=C23)C[C@H](COC2=CC=NC=3CCC[C@@H](C23)CC)C)CC1)NC1=CC(=CC=C1)Cl